Isobutyric acid-d3 C(C(C([2H])[2H])(C)[2H])(=O)O